ClC1=CC(=C(C=N1)C1=NN=C(S1)C1CCN(CC1)C(=O)OC(C)(C)C)NC tert.Butyl 4-(5-(6-chloro-4-(methylamino)pyridin-3-yl)-1,3,4-thiadiazol-2-yl)piperidine-1-carboxylate